3-(aminomethyl)-N-(2,3-dihydro-1H-inden-4-yl)-5-fluoro-1H-pyrazolo[3,4-b]pyridin-6-amine NCC1=NNC2=NC(=C(C=C21)F)NC2=C1CCCC1=CC=C2